2-[4-[[(3-chloro-5-fluoro-benzoyl)amino]-dideuterio-methyl]-1-piperidinyl]acetic acid ClC=1C=C(C(=O)NC(C2CCN(CC2)CC(=O)O)([2H])[2H])C=C(C1)F